N-(8,9-difluoro-6-oxo-1,4,5,6-tetrahydro-2H-pyrano[3,4-c]isoquinolin-1-yl)-N-methyl-1H-indazole-6-carboxamide FC=1C(=CC=2C3=C(NC(C2C1)=O)COCC3N(C(=O)C3=CC=C1C=NNC1=C3)C)F